C1(CC1)N1N=CN=N1 cyclopropyl-2H-tetrazole